2-(4-chlorobenzylamino)-4-(4-tert-butylaminopiperidin-1-yl)-7-hydroxyquinoline hydrochloride salt Cl.ClC1=CC=C(CNC2=NC3=CC(=CC=C3C(=C2)N2CCC(CC2)NC(C)(C)C)O)C=C1